C1=CC=CC=2C3=CC=CC=C3C(C12)COC(=O)N[C@@H](CCC(=O)OC(C)(C)C)C(=O)N[C@H](C(=O)N)C(C)C tert-Butyl (S)-4-((((9H-fluoren-9-yl)methoxy)carbonyl)amino)-5-(((S)-1-amino-3-methyl-1-oxobutan-2-yl)amino)-5-oxopentanoate